2-butyn-1-yl 1-[[4-[[2-(trifluoromethyl)-1,3-dioxolan-2-yl]methoxy]phenyl]methyl]-1H-pyrazole-4-carboxylate FC(C1(OCCO1)COC1=CC=C(C=C1)CN1N=CC(=C1)C(=O)OCC#CC)(F)F